2,5-dimethylhydroquinone CC1=C(O)C=C(C(=C1)O)C